(5-chloro-2-(1H-tetrazol-5-yl)phenyl)methanamine ClC=1C=CC(=C(C1)CN)C1=NN=NN1